C(=O)C1CCC(CC1)N1N=C2C=C(C(=CC2=C1)NC(=O)C1=NC(=CC=C1)C(F)(F)F)OC[C@@H]1N(C(CC1)=O)COCC[Si](C)(C)C N-[2-(4-formylcyclohexyl)-6-[[(2R)-5-oxo-1-(2-trimethylsilylethoxymethyl)-pyrrolidin-2-yl]methoxy]indazol-5-yl]-6-(trifluoromethyl)pyridine-2-carboxamide